1-ethyl-1H-1,3-benzodiazole-6-carboxylic acid C(C)N1C=NC2=C1C=C(C=C2)C(=O)O